COC=1C=NC(=NC1)C#N 5-methoxypyrimidine-2-carbonitrile